2-(5-methyl-1H-pyrazol-4-yl)-4-(pyrrolidin-1-yl)-5,7-dihydro-6H-pyrrolo[3,4-d]pyrimidine-6-carbonitrile CC1=C(C=NN1)C=1N=C(C2=C(N1)CN(C2)C#N)N2CCCC2